C1=C2N(C=N1)CCC2=O 5H-pyrrolo[1,2-c]imidazol-7(6H)-one